N(=O)C1=CC=C(C=C1)C(=O)C1=CC=CC=C1 (4-Nitrosophenyl)(phenyl)methanone